NC1=NC2=CC=C(C=C2C=C1C)C(=O)N(CC1=CNC=2C1=NC=CC2)CC2=C(C=CC=C2)F 2-amino-N-[(2-fluorophenyl)methyl]-3-methyl-N-(1H-pyrrolo[3,2-b]pyridin-3-ylmethyl)quinoline-6-carboxamide